BrC=1C(=C(C(=NC1)N)I)C 5-bromo-3-iodo-4-methylpyridin-2-amine